C(CC(C)CCC=C(C)C)(=O)OCCC(C)CCC=C(C)C Citronellyl citronellate